((1S,3R,4R)-3-aminospiro[bicyclo[2.2.1]heptane-2,1'-cyclohexan]-3'-yl)(morpholino)methanone hydrochloride Cl.N[C@@H]1[C@@H]2CC[C@@H](C2)C12CC(CCC2)C(=O)N2CCOCC2